FC1=C(C=CC(=N1)C1=CC=C(N=N1)N(C1C[C@H]2CC[C@@H](C1)N2C(=O)OC(C)(C)C)C)C=2C=NN(C2)C2OCCCC2 tert-butyl (1R,3R,5S)-3-[(6-{6-fluoro-5-[1-(oxan-2-yl)pyrazol-4-yl]pyridin-2-yl} pyridazin-3-yl)(methyl)amino]-8-azabicyclo[3.2.1]octane-8-carboxylate